C(C=CCCC)(N)(N)N hexenetriamine